C(CCC)C1C(C1C=1C(CCC1C)=O)(C)C 2-(3-Butyl-2,2-dimethylcyclopropyl)-3-methylcyclopent-2-en-1-one